ethyl 4-(2-{[(benzyloxy) carbonyl] amino} ethyl)-2-methyl-1,3-oxazole-5-carboxylate C(C1=CC=CC=C1)OC(=O)NCCC=1N=C(OC1C(=O)OCC)C